6-bromo-2,3-dihydroimidazo[1,2-a]pyridine BrC=1C=CC=2N(C1)CCN2